2,2'-((((((2-acetylnaphtho[2,3-b]furan-4,9-diyl)bis(oxy))bis(carbonyl))bis(azanediyl))bis(ethane-2,1-diyl))bis(azanediyl))diacetic Acid monohydrochloride dihydrate O.O.Cl.C(C)(=O)C1=CC2=C(O1)C(=C1C=CC=CC1=C2OC(=O)NCCNCC(=O)O)OC(=O)NCCNCC(=O)O